C1(CC1)[C@@H](C)C=1C(=C2CCCC2=C(C1)F)NC(=O)N[S@](=O)(=N)C=1OC=C(C1)C(C)(C)O |&1:19| (R)- and (S)-N-((5-((R)-1-cyclopropylethyl)-7-fluoro-2,3-dihydro-1H-inden-4-yl)carbamoyl)-4-(2-hydroxypropan-2-yl)furan-2-sulfonimidamide